ClC=1C=C(C=C2C=CC(NC12)=O)O 8-chloro-6-hydroxy-1H-quinolin-2-one